5-chloro-N2-(2-methoxy-4-((4-morpholinopiperidin-1-yl)sulfonyl)phenyl)-N4-methyl-7H-pyrrolo[2,3-d]pyrimidine-2,4-diamine ClC1=CNC=2N=C(N=C(C21)NC)NC2=C(C=C(C=C2)S(=O)(=O)N2CCC(CC2)N2CCOCC2)OC